NC1CN(CCCC1)C1=NN(C(C2=CC=CC=C12)=O)C1CCCCC1 4-(3-Aminoazepan-1-yl)-2-cyclohexyl-phthalazin-1(2H)-one